NC1=C(SC2=NC(=CN=C21)C)C(=O)NC2CC=1C=CC(=NC1CC2)N2CC1(C(C2)N)OCCCC1 7-amino-N-(2-{4-amino-6-oxa-2-azaspiro[4.5]decan-2-yl}-5,6,7,8-tetrahydroquinolin-6-yl)-3-methylthieno[2,3-b]pyrazine-6-carboxamide